2-fluoro-N-(2-((3-(4-methylpiperazin-1-yl)propyl)carbamoyl)phenyl)benzamide FC1=C(C(=O)NC2=C(C=CC=C2)C(NCCCN2CCN(CC2)C)=O)C=CC=C1